CC1=CC=C(C=C1)CCN 2-(p-tolyl)ethylamine